ClC1=CC(=C(C=C1)N(S([O-])(=O)=O)CC)CN(C(=O)C=1SC(=CC1)Cl)CC=1OC=CC1 N-(4-chloro-2-((5-chloro-N-(furan-2-ylmethyl)thiophene-2-carboxamido)methyl)phenyl)-N-ethylsulfamate